N=1N(N=C2C1C=CC=C2)C2=C(C(=CC(=C2)C)CCCCCCCCCCCC)O (2H-benzotriazol-2-yl)-6-dodecyl-4-methylphenol